tert-butyl (s)-1-(((R)-tert-butylsulfinyl)amino)-4-methyl-1,3-dihydrospiro[indene-2,4'-piperidine]-1'-carboxylate C(C)(C)(C)[S@@](=O)N[C@@H]1C2=CC=CC(=C2CC12CCN(CC2)C(=O)OC(C)(C)C)C